C(C)OC(C)S(=O)(=O)[O-] ethoxyethanesulfonate